2-morpholinoethyl (R)-7-(3-amino-4-(2,4,5-trifluorophenyl)butanoyl)-3-(trifluoromethyl)-5,6,7,8-tetrahydroimidazo[1,5-a]pyrazine-1-carboxylate N[C@@H](CC(=O)N1CC=2N(CC1)C(=NC2C(=O)OCCN2CCOCC2)C(F)(F)F)CC2=C(C=C(C(=C2)F)F)F